OC(O[Si](OC)(OC)CCC=NCC1=CC=CC=C1)(O)O trihydroxybenzyliminopropyl-trimethoxysilane